2-mercapto-4-amino-naphthalene SC1=CC2=CC=CC=C2C(=C1)N